Sodium dodecane-1-sulfonic acid salt C(CCCCCCCCCCC)S(=O)(=O)[O-].[Na+]